3-(4-fluorophenoxy)-N-(3-sulfonylphenyl)quinoxaline-2-carboxamide FC1=CC=C(OC=2C(=NC3=CC=CC=C3N2)C(=O)NC=2CC(C=CC2)=S(=O)=O)C=C1